C(C)(C)OC(=O)C1=CC2=C(N(C(=N2)C=2NC3=C(C(=CC=C3C2)[C@@H](C)NC(=O)OC(C)(C)C)F)C)C(=C1)OC.OC(CCC)OC1=CC2=CC=C(C=C2C=C1)OC(CCC)O 2,6-bis(hydroxy-4-butoxy)naphthalene isopropyl-2-[6-[(1R)-1-(tert-butoxycarbonylamino)ethyl]-7-fluoro-1H-indol-2-yl]-7-methoxy-1-methyl-benzimidazole-5-carboxylate